benzotriazole boron [B].N1N=NC2=C1C=CC=C2